6-(2-Methylimidazo[1,2-a]pyridin-6-yl)-2-(piperidin-4-yl)[1,3]thiazolo[4,5-c]pyridin-Hydrochlorid Cl.CC=1N=C2N(C=C(C=C2)C2=CC3=C(C=N2)N=C(S3)C3CCNCC3)C1